1'-((7-ethyl-6-oxo-5,6-dihydro-1,5-naphthyridin-3-yl)methyl)-N-methyl-5-(trifluoromethyl)-1',2',3',6'-tetrahydro-[3,4'-bipyridine]-6-carboxamide C(C)C=1C(NC=2C=C(C=NC2C1)CN1CCC(=CC1)C=1C=NC(=C(C1)C(F)(F)F)C(=O)NC)=O